(S)-(6-Chlorochroman-3-yl)(2-(5-fluoro-1H-pyrazol-4-yl)-7-(2-hydroxy-2-methylpropyl)-7H-pyrrolo[2,3-d]pyrimidin-5-yl)methanone ClC=1C=C2C[C@@H](COC2=CC1)C(=O)C1=CN(C=2N=C(N=CC21)C=2C=NNC2F)CC(C)(C)O